C(C1=CC=CC=C1)OCC(C(=O)OC)(C(=O)OC)C1=C(C=CC=C1)F Dimethyl 2-((benzyloxy)methyl)-2-(2-fluorophenyl)malonate